CS(=O)(=O)OCCN1N=C2C=C(C(=CC2=C1)NC(=O)OC(C)(C)C)F 2-[5-(Tert-butoxycarbonylamino)-6-fluoro-indazol-2-yl]ethyl methanesulfonate